7-(3-(2-(1H-Pyrrolo[2,3-b]pyridin-3-yl)thiazol-4-yl)phenyl)-6,7-dihydro-5H-cyclopenta[b]pyridine-5,7-diol N1C=C(C=2C1=NC=CC2)C=2SC=C(N2)C=2C=C(C=CC2)C2(CC(C=1C2=NC=CC1)O)O